CCC(CC(CCCC)=O)=O nonane-3,5-dione